2-(1-chlorocyclopropyl)-1-(2-chlorophenyl)-3-(1,2,4-triazol-1-yl)propan-2-ol ClC1(CC1)C(CC1=C(C=CC=C1)Cl)(CN1N=CN=C1)O